C(CCCCC(=O)OCOC1=C2C(=CNC2=CC=C1)CCN(C)C)(=O)OC(C)(C)C tert-Butyl {3-[2-(dimethylamino)ethyl]-4-indolyloxy}methyl adipate